ruthenium (II) terpyridyl chloride [Cl-].N1=C(C=CC=C1)C1=NC=CC=C1C1=NC=CC=C1.[Ru+2].[Cl-]